C1(=CC=CC=C1)CC(=O)NC=1SC(=NN1)OC1CCN(CC1)C=1SC(=NN1)NC(CC1=CC=CC=C1)=O 2-Phenyl-N-{5-[1-(5-phenylacetylamino-[1,3,4]thiadiazol-2-yl)-piperidin-4-yloxy]-[1,3,4]thiadiazol-2-yl}-acetamide